C(C)OC1=C(C=CC(=C1)C1=NN=CN1CC)NC=1N=CC2=C(N1)C(=NC(=C2)C)N2CC1(CCOC1)CC2 N-(2-ethoxy-4-(4-ethyl-4H-1,2,4-triazol-3-yl)phenyl)-6-methyl-8-(2-oxa-7-azaspiro[4.4]nonan-7-yl)pyrido[3,4-d]pyrimidin-2-amine